BrC1=CC=C(C=C1)NS(=O)(=O)C1=CNC2=CC(=CC=C12)Cl N-(4-bromophenyl)-6-chloro-1H-indole-3-sulfonamide